CC1(C=CC=C1)[Os] (methylcyclopentadienyl)osmium